C(C)(C)C1=C(C=C(C=C1OS(=O)(=O)[O-])C=CC1=CC=CC=C1)OS(=O)(=O)[O-] 2-isopropyl-5-styryl-1,3-phenylenedi(hydrogen sulfate)